CS(=O)(=O)OC1=C(C=C(C(=C1)[N+](=O)[O-])OC1=CC(=CC=C1)C(N(C)C)=O)C(OC)OC 2-(dimethoxymethyl)-4-(3-(dimethylcarbamoyl) phenoxy)-5-nitrophenyl methanesulfonate